(2S)-N-(2-((6-((3-(2,3-dihydrobenzo[b][1,4]dioxin-6-yl)-2-methylbenzyl)oxy)-2,3-dihydrobenzofuran-3-yl)amino)ethyl)acetamide O1C2=C(OCC1)C=C(C=C2)C=2C(=C(COC1=CC3=C(C(CO3)NCCNC(C)=O)C=C1)C=CC2)C